6-(tetrahydrofuran-3-yl)quinoline-4-carboxylate O1CC(CC1)C=1C=C2C(=CC=NC2=CC1)C(=O)[O-]